N-(2,4-DIMETHOXYBENZYL)-3-IODO-1-(TETRAHYDRO-2H-PYRAN-4-YL)-1H-PYRAZOLO[3,4-D]PYRIMIDIN-4-AMINE COC1=C(CNC2=C3C(=NC=N2)N(N=C3I)C3CCOCC3)C=CC(=C1)OC